C1=CC=C(C(=C1)C(=O)O)[N+](=O)[O-] nitrobenzoic acid